1-((R)-3-(4-chloro-3-(4-phenoxyphenyl)-1H-pyrazolo[3,4-d]pyrimidine-1-yl)piperidin-1-yl)prop-2-en-1-one ClC1=C2C(=NC=N1)N(N=C2C2=CC=C(C=C2)OC2=CC=CC=C2)[C@H]2CN(CCC2)C(C=C)=O